4-(3-methyloxetan-3-yl)benzene CC1(COC1)C1=CC=CC=C1